4-(((7-azabicyclo[2.2.1]heptan-7-yl)sulfonyl)carbamoyl)-2-fluoro-5-methoxybenzoic acid C12CCC(CC1)N2S(=O)(=O)NC(=O)C2=CC(=C(C(=O)O)C=C2OC)F